BrC1=CC=C(C=C1)C=1OC2=C(N1)C=CC=C2 2-(4-bromophenyl)benzo[D]oxazole